1-[2-methyl-5-(5-morpholino-1H-imidazo[4,5-b]pyridin-2-yl)-4-phenyl-1H-pyrrol-3-yl]ethan-1-one CC=1NC(=C(C1C(C)=O)C1=CC=CC=C1)C=1NC=2C(=NC(=CC2)N2CCOCC2)N1